CC(C=1NC=CN1)(C)C trimethylmethylimidazole